NC(C(=O)OC)CC=1C(NC=CC1)=O methyl 2-amino-3-(2-oxo-1,2-dihydropyridin-3-yl)propanoate